[Ce].[Sb].[Sn].BrC=1C(=NN(C1)C1=CC(=CC=C1)[N+](=O)[O-])CO [4-bromo-1-(3-nitrophenyl)pyrazol-3-yl]methanol tin-antimony-cerium